tert-butyl (3-(5-(4-amino-2-(N-(tert-butyl)sulfamoyl)phenyl)thiazol-2-yl)-3-azabicyclo[3.1.0]hex-6-yl)carbamate NC1=CC(=C(C=C1)C1=CN=C(S1)N1CC2C(C2C1)NC(OC(C)(C)C)=O)S(NC(C)(C)C)(=O)=O